BrC=1SC(=C(N1)C)C(=O)OCCC propyl 2-bromo-4-methyl-thiazole-5-carboxylate